C(#N)/C(/C(=O)N(CC)CC)=C\C1=CC(=C(C(=C1)[N+](=O)[O-])O)O (E)-2-cyano-3-(3,4-dihydroxy-5-nitrophenyl)-N,N-diethylprop-2-enamide